6-chloro-2-(5-(2,6-difluorophenyl)-4-methyl-4H-1,2,4-triazol-3-yl)-3-methoxypyridine ClC1=CC=C(C(=N1)C1=NN=C(N1C)C1=C(C=CC=C1F)F)OC